N-((benzyloxy)carbonyl)-S-(4-(tert-butoxy)-4-oxobutyl)-L-cysteine C(C1=CC=CC=C1)OC(=O)N[C@@H](CSCCCC(=O)OC(C)(C)C)C(=O)O